(+)-5,5'-Bis[di(3,5-di-tert-butyl-4-methoxyphenyl)phosphino]-4,4'-bi-1,3-benzodioxole C(C)(C)(C)C=1C=C(C=C(C1OC)C(C)(C)C)P(C1=C(C2=C(OCO2)C=C1)C1=C(C=CC=2OCOC21)P(C2=CC(=C(C(=C2)C(C)(C)C)OC)C(C)(C)C)C2=CC(=C(C(=C2)C(C)(C)C)OC)C(C)(C)C)C2=CC(=C(C(=C2)C(C)(C)C)OC)C(C)(C)C